3-HYDROXY-5-(TRIFLUOROMETHYL)PHENYLBORONIC ACID OC=1C=C(C=C(C1)C(F)(F)F)B(O)O